ethyl (S)-3-(3',6-dimethoxybiphenyl-3-yl)-3-(3-(4-hydroxy-1,6-dimethyl-2-oxo-1,2-dihydro pyridin-3-yl)ureido)propanoate COC=1C=C(C=CC1)C1=CC(=CC=C1OC)[C@H](CC(=O)OCC)NC(=O)NC=1C(N(C(=CC1O)C)C)=O